C(C)(C)(C)OC(=O)C12N(CC3=CC=CC=C13)CCC2 2,3-dihydro-1H-pyrrolo[2,1-a]isoindole-9b(5H)-carboxylic acid tert-butyl ester